C(C1=CCC(CC1)C(=O)OCC)([2H])([2H])[2H] ethyl 4-(methyl-d3)cyclohex-3-ene-1-carboxylate